(S)-6-(4,4-difluoro-3-(1-methyl-1H-pyrazol-4-yl)piperidin-1-yl)-2,3-dimethyl-8-(6-(trifluoromethyl)pyridin-3-yl)pyrimido[5,4-d]pyrimidin-4(3H)-one FC1([C@H](CN(CC1)C=1N=C(C=2N=C(N(C(C2N1)=O)C)C)C=1C=NC(=CC1)C(F)(F)F)C=1C=NN(C1)C)F